1-Amino-2,3,4-Butanetriolate NCC(C(C[O-])[O-])[O-]